NC(C(CCC(=O)OC(C)(C)C)N1C(C2=CC=C(C=C2C1)C1=NC=CC(=C1F)CO)=O)=O tert-butyl 5-amino-4-(5-(3-fluoro-4-(hydroxymethyl) pyridin-2-yl)-1-oxoisoindolin-2-yl)-5-oxopentanoate